CC1(OCC(O1)CC=1C(=C(C=CC1)C1C=2N(CCN1C(=O)OC(C)(C)C)C(=C(N2)I)C)F)C tert-Butyl 8-[3-[(2,2-dimethyl-1,3-dioxolan-4-yl)methyl]-2-fluoro-phenyl]-2-iodo-3-methyl-6,8-dihydro-5H-imidazo[1,2-a]pyrazine-7-carboxylate